ethyl 7-(2-chloro-5-fluoropyrimidin-4-yl)-1-isopropyl-3-methyl-4-oxo-1,4-dihydroquinoline-2-carboxylate ClC1=NC=C(C(=N1)C1=CC=C2C(C(=C(N(C2=C1)C(C)C)C(=O)OCC)C)=O)F